CN1CCN(CC1)C1=CC2=C(NC(=N2)C2=CC3=C(N=C(N3)C3=CC=C(OCCCNCCC(=O)O)C=C3)C=C2)C=C1.FC(C(=O)O)(F)F 2,2,2-trifluoroacetic acid compound with 3-((3-(4-(5-(4-methylpiperazin-1-yl)-1H,3'H-[2,5'-bibenzo[d]imidazol]-2'-yl)phenoxy)propyl)amino)propanoic acid